N1C(=CC2=CC=CC=C12)S(=O)(=O)O indolesulfonic acid